BrC1=CC=C(CN2C(N(C(C2CCC(=O)NC2=CC=C(C(=O)NO)C=C2)=O)C2=CC=C(C=C2)Cl)=O)C=C1 4-(3-(3-(4-bromobenzyl)-1-(4-chlorophenyl)-2,5-dioxoimidazolin-4-yl)propanamido)-N-hydroxybenzamide